(5S,7S)-5-(2,5-difluorophenyl)-7-fluoro-6,7-dihydro-5H-pyrrolo[1,2-b][1,2,4]triazole-2-thiol FC1=C(C=C(C=C1)F)[C@@H]1C[C@@H](C=2N1N=C(N2)S)F